(S)-4-((2-(1-amino-1,3-dihydrospiro[inden-2,4'-piperidin]-1'-yl)pyrido[2,3-b]pyrazin-6-yl)thio)-3,3-difluoro-1,3-dihydro-2H-pyrrolo[2,3-b]pyridin-2-one N[C@@H]1C2=CC=CC=C2CC12CCN(CC2)C=2N=C1C(=NC2)N=C(C=C1)SC1=C2C(=NC=C1)NC(C2(F)F)=O